C(C)(C)(C)C1=C(C(=CC(=C1)NC1=NC(=NC(=N1)SCCCCCCCC)SCCCCCCCC)C(C)(C)C)O 2,6-di-t-butyl-4-[4,6-bis(octylthio)-1,3,5-triazin-2-ylamino]phenol